N1C[C@H](CCC1)C(=O)OC(C)(C)C tert-butyl (S)-piperidin-3-ylcarboxylate